Ethyl-caproamide C(C)C(C(=O)N)CCCC